C(#N)C1=CC=C(C=C1)[C@@H]1CN(C[C@H]1CB1OC(C(O1)(C)C)(C)C)C(=O)OC(C)(C)C |r| racemic-tert-butyl (3R*,4S*)-3-(4-cyanophenyl)-4-((4,4,5,5-tetramethyl-1,3,2-dioxaborolan-2-yl)methyl)pyrrolidine-1-carboxylate